Cl.BrC1=CC=C(C=C1)C1(COC1)N 3-(4-bromophenyl)oxetane-3-amine hydrochloric acid salt